ClC1=C(C=CC=C1C(F)(F)F)O 2-chloro-3-(trifluoromethyl)phenol